[Na].F[B-](F)(F)F.[H+] Tetrafluoroboric acid sodium salt